(S)-1-(7-chloro-6-cyclopropyl-8-methoxy-1-methyl-1,3-dihydro-2H-pyrrolo[3,4-c]quinolin-2-yl)-2-hydroxyethan-1-one ClC=1C(=CC=2C3=C(C=NC2C1C1CC1)CN([C@H]3C)C(CO)=O)OC